O[C@H]1CC[C@@]2([C@H]3CC[C@@]4([C@H](CC[C@H]4[C@@H]3CC=C2C1)[C@@H](CCC(=O)OC(CCC)CCC)C)C)C heptan-4-yl (R)-4-((3S,8S,9S,10R,13R,14S,17R)-3-hydroxy-10,13-dimethyl-2,3,4,7,8,9,10,11,12,13,14,15,16,17-tetradecahydro-1H-cyclopenta[a]phenanthrene-17-yl)pentanoate